FC1=C(C=CC=C1)C1=CN(C=2N=CN=C(C21)N2CCN(CC2)C(C(C)C)=O)C=2C=C(C#N)C=CN2 2-(5-(2-fluorophenyl)-4-(4-isobutyrylpiperazin-1-yl)-7H-pyrrolo[2,3-d]pyrimidin-7-yl)isonicotinonitrile